N,N'-Ethylenebis-octadecanamide C(CNC(CCCCCCCCCCCCCCCCC)=O)NC(CCCCCCCCCCCCCCCCC)=O